C(C)OC(CN1N=C(C2=CC=CC=C12)C1CCN(CC1)C(=O)OC(C)(C)C)=O tert-butyl 4-[1-(2-ethoxy-2-oxoethyl)indazol-3-yl]piperidine-1-carboxylate